ClC1=C(C=C2C3=C(NC2=C1NC)N=CC(=C3N3CCOCC3)C=3C=C1C(C(=CN(C1=NC3)C)C(=O)O)=O)F 6-[7-chloro-6-fluoro-8-(methylamino)-4-morpholino-9H-pyrido[2,3-b]indol-3-yl]-1-methyl-4-oxo-1,8-naphthyridine-3-carboxylic acid